tert-butyl 4-(3-isopropyl-1H-pyrazol-5-yl)piperidine-1-carboxylate C(C)(C)C1=NNC(=C1)C1CCN(CC1)C(=O)OC(C)(C)C